N[C@H]1CN(C[C@@H](C1)F)C(=O)C1=CC2=C(N(C(=N2)C2=CC=3C(=NC(=CC3)C=3C=CC(=NC3)C(=O)NC)N2CC2CC2)C)C(=C1)OC 5-(2-{5-[(3R,5R)-3-amino-5-fluoropiperidine-1-carbonyl]-7-methoxy-1-methyl-1H-1,3-benzodiazol-2-yl}-1-(cyclopropylmethyl)-1H-pyrrolo[2,3-b]pyridin-6-yl)-N-methylpyridine-2-carboxamide